2-(3,6-dihydro-2H-pyran-4-yl)-7-methyl-5-oxo-5,7,8,9-tetrahydropyrrolo[1,2-c][1,2,4]triazolo[1,5-a]pyrimidine-9-carboxamide O1CCC(=CC1)C1=NN2C(N3C(=CC2=O)C(CC3C(=O)N)C)=N1